CCCCCCC(CC)N(O)C(CC)CCCCCC N,N-bis(6-hexyl-propyl)-hydroxylamine